C(CCCCCCCC(C)C)(=O)O.C(CCCCCCCC(C)C)(=O)O.C(CCCCCCCC(C)C)(=O)O.C(CCCCCCCC(C)C)(=O)O.C1=CC=CC1.C1=CC=CC1 biscyclopentadiene tetraisoundecanoate